(R)-(-)-1-[(S)-2-(Dicyclohexylphosphino)ferrocenyl]ethyldi-tert-butylphosphin C1(CCCCC1)P(C=1[C-](C=CC1)[C@@H](C)P(C(C)(C)C)C(C)(C)C)C1CCCCC1.[CH-]1C=CC=C1.[Fe+2]